monofluoroalcohol FO